FN(P(N(F)F)(N(F)F)=O)F hexafluorophosphoric triamide